F[C@]1(CN(CC[C@H]1O)C1=NC=CC(=N1)NC=1C=C2C(=CN=C(C2=CN1)C(=O)NCCF)C(C)C)C 6-((2-((3S,4R)-3-fluoro-4-hydroxy-3-methylpiperidin-1-yl)pyrimidin-4-yl)amino)-N-(2-fluoroethyl)-4-isopropyl-2,7-naphthyridine-1-carboxamide